6-(4-[[4-([2-[6-oxo-5-(trifluoromethyl)-1,6-dihydropyridazin-4-yl]-2,3-dihydro-1H-isoindol-1-yl]methoxy)pyrimidin-2-yl]carbonyl]piperazin-1-yl)pyridine-3-carbonitrile O=C1C(=C(C=NN1)N1C(C2=CC=CC=C2C1)COC1=NC(=NC=C1)C(=O)N1CCN(CC1)C1=CC=C(C=N1)C#N)C(F)(F)F